(Fmoc-aminooxy)Acetic Acid C(=O)(OCC1C2=CC=CC=C2C2=CC=CC=C12)NOCC(=O)O